di-magnesium silicate [Si]([O-])([O-])([O-])[O-].[Mg+2].[Mg+2]